C1(=CC=CC=C1)C=1C(=NC=C(C1N)F)C#CC1CC1 Phenyl-2-(cyclopropylethynyl)-5-fluoropyridin-4-amine